FC1=C(C=C(C=C1)OC(F)(F)F)CC(=O)NC1=CC=C(N=N1)CCCCN1N=NC(=C1)C(=O)NCC1OCC1 1-(4-(6-(2-(2-fluoro-5-(trifluoromethoxy)phenyl)acetamido)pyridazin-3-yl)butyl)-N-(oxetan-2-ylmethyl)-1H-1,2,3-triazole-4-carboxamide